2,4-dichloro-6-(2-furyl)pyrimidine ClC1=NC(=CC(=N1)Cl)C=1OC=CC1